2-(2-chlorophenyl)-N-(4-(((1-methyl-1H-pyrazol-3-yl)oxy)methyl)-3-sulfamylphenyl)acetamide ClC1=C(C=CC=C1)CC(=O)NC1=CC(=C(C=C1)COC1=NN(C=C1)C)S(N)(=O)=O